The molecule is a member of the class of 1,2-thiazole that is 1,2-thiazol-3-one substituted on the nitrogen (position 2) by an octyl group. A fungicide and antibacterial agent, it is used for treatment of canker and other fungal and bacterial diseases in fruit trees. It is no longer approved for use within the European Union. It has a role as an environmental contaminant, a xenobiotic, an antifungal agrochemical and an antibacterial agent. CCCCCCCCN1C(=O)C=CS1